tert-butyl 5-[5-[[4,5-dimethyl-6-(methylamino)pyrimidin-2-yl]amino]-6-fluoro-2,3-dihydrobenzofuran-7-yl]-2,3,4,7-tetrahydroazepine-1-carboxylate CC1=NC(=NC(=C1C)NC)NC=1C(=C(C2=C(CCO2)C1)C=1CCCN(CC1)C(=O)OC(C)(C)C)F